Cl.N[C@](C(=O)N1CCN(CC1)C(=O)NC1=NC(N(C=C1)C1=CC=C(C=C1)CCN1C[C@@H](CCC1)N)=O)(CO)C 4-((S)-2-Amino-3-hydroxy-2-methylpropanoyl)-N-(1-(4-(2-((R)-3-aminopiperidin-1-yl)ethyl)phenyl)-2-oxo-1,2-dihydropyrimidin-4-yl)piperazine-1-carboxamide hydrochloride salt